ClC1=C2C=C(N(C2=CC=C1Cl)C)C(=O)N[C@H](CO)C1=CC=C(C=C1)CC(=O)O 2-{4-[(1S)-1-[(4,5-dichloro-1-methyl-1H-indol-2-yl)formamido]-2-hydroxyethyl]phenyl}acetic acid